NC1=CC=C(C=C1)C(C)(C1=CC=CC=C1)C1=CC=C(C=C1)N 1,1-bis(4-aminophenyl)-1-phenylethane